ethyl 3-(5-chloro-2-fluoro-4-{5H,6H,7H-pyrrolo[3,4-b]pyridin-6-yl} phenyl)-3-oxopropionate ClC=1C(=CC(=C(C1)C(CC(=O)OCC)=O)F)N1CC2=NC=CC=C2C1